C1(CC1)C1=C(C(=NO1)C1=CN(C=2N=CN=CC21)C(C)C)I 5-(5-cyclopropyl-4-iodoisoxazol-3-yl)-7-isopropyl-7H-pyrrolo[2,3-d]Pyrimidine